1-(5-((1-(pyrrolidin-1-ylsulfonyl)piperidin-4-yl)methyl)pyrazolo[1,5-a]pyridin-3-yl)dihydropyrimidine-2,4(1H,3H)-dione N1(CCCC1)S(=O)(=O)N1CCC(CC1)CC1=CC=2N(C=C1)N=CC2N2C(NC(CC2)=O)=O